BrC=1C=C(C=C(C1)OC)NC(=O)NC1=C(C=CC(=C1)Cl)CO 1-(3-bromo-5-methoxyphenyl)-3-(5-chloro-2-hydroxymethylphenyl)urea